C12C3C=CC(C2C2CCC1C2)C3 tetracyclo[4.4.0.12,5.17,10]dodeca-3-ene